BrC1=CC=C2C(=NC(=NC2=C1)NC1=C(C=C(C=C1)F)F)NC1=NNC(=C1)C1CC1 7-bromo-N4-(5-cyclopropyl-1H-pyrazol-3-yl)-N2-(2,4-difluorophenyl)quinazoline-2,4-diamine